(S)-N2-[1-(4-fluorophenyl)ethyl]-N6-(pyrazin-2-yl)pyridine-2,6-diamine FC1=CC=C(C=C1)[C@H](C)NC1=NC(=CC=C1)NC1=NC=CN=C1